C(C)C=1N=C2N(C=C(C=C2)[N+](=O)[O-])C1N(C=O)C N-(2-Ethyl-6-nitro-imidazo[1,2-a]pyridin-3-yl)-N-methyl-formamide